C(C1=CC=CC=C1)OC1CC(C1)C1=CC(=NC=C1)C#N 4-(3-(benzyloxy)cyclobutyl)-2-cyanopyridine